BrC=1C=C2C3(CN(C2=CC1)C(=O)C=1C=C(C=CC1)S(=O)(=O)NC1CCCCC1)CCC1(CC3)CC1 3-(5''-bromodispiro[cyclopropane-1,1'-cyclohexane-4',3''-indoline]-1''-carbonyl)-N-cyclohexylbenzenesulfonamide